FC=1C(=C(C=CC1F)C1CCN(CC1)C(=O)C1=NNC=2CN(CCC21)C(=O)OC(C)(C)C)C(F)(F)F tert-butyl 3-(4-(3,4-difluoro-2-(trifluoromethyl)phenyl)piperidine-1-carbonyl)-4,5-dihydro-1H-pyrazolo[3,4-c]pyridine-6(7H)-carboxylate